C(#N)CC(=O)O.CN(C=1C2=C(N=CN1)NC=C2)[C@H]2CNCC[C@H]2C N-methyl-N-[(3R,4R)-4-methyl-3-piperidinyl]-7H-pyrrolo[2,3-d]pyrimidin-4-amine cyanoacetate